N[C@H](C(=O)O)CC1=C(C=NC=C1)F (S)-2-Amino-3-(3-fluoropyridin-4-yl)propanoic acid